C12CC3CC(CC(C1)C3)C2 tricyclo-[3.3.1.13,7]decane